[2H]C([2H])([2H])C1=CC=CC=C1 toluene-d3